Dimethyldodecyl-triphenylsilyl-propyl-ammonium bromide [Br-].CC(CC[NH+]([Si](C1=CC=CC=C1)(C1=CC=CC=C1)C1=CC=CC=C1)CCCCCCCCCCCC)C